C(C)NC(=O)C1=CC(=C(N1)C(=O)NC)O[C@@H](C)C1=C(C=CC=C1)F (S)-N5-ethyl-3-(1-(2-fluorophenyl)ethoxy)-N2-methyl-1H-pyrrole-2,5-dicarboxamide